C(C)(C)(C)OC(=O)NC1=C(C=C(C=C1)C1=CC(=C(C=C1)F)F)NC(=O)C1=CC=C(C=C1)S(=NC(OC(C)(C)C)=O)(=O)C tert-butyl N-[[4-[[2-(tert-butoxycarbonylamino)-5-(3,4-difluorophenyl)phenyl]carbamoyl]phenyl]-methyl-oxo-sulfanylidene]carbamate